CC(C)C(C(C(CC)C)=NO)(C)C 2,3,3,5-tetramethylheptan-4-one oxime